ClC1=CC=C(C=C1)CC(=O)NC1CCCCC1 2-(4-chlorophenyl)-N-cyclohexylacetamide